((1-(2-hydroxyethyl)-1H-pyrazol-4-yl)amino)-4-((2-methoxy-3-(1-methyl-1H-1,2,4-triazol-3-yl)phenyl)amino)-N-methylpyrimidine-5-carboxamide OCCN1N=CC(=C1)NC1=NC=C(C(=N1)NC1=C(C(=CC=C1)C1=NN(C=N1)C)OC)C(=O)NC